ClC1=CC=C2C(=N1)NC(=N2)CN (5-chloro-3H-imidazo[4,5-b]pyridin-2-yl)methanamine